CCCCCCCCCC/C=C\\CC(=O)SCCNC(=O)CCNC(=O)[C@@H](C(C)(C)COP(=O)([O-])OP(=O)([O-])OC[C@@H]1[C@H]([C@H]([C@@H](O1)N2C=NC3=C(N=CN=C32)N)O)OP(=O)([O-])[O-])O The molecule is a monounsaturated fatty acyl-CoA(4-) arising from deprotonation of the phosphate and diphosphate OH groups of cis-tetradec-3-enoyl-CoA; major species at pH 7.3. It is a monounsaturated fatty acyl-CoA(4-) and a cis-3-enoyl-CoA(4-). It is a conjugate base of a cis-tetradec-3-enoyl-CoA.